N-(3-(1H-indol-6-yl)-1H-pyrazol-5-yl)-4-((1-methylpiperidin-4-yl)amino)benzamide N1C=CC2=CC=C(C=C12)C1=NNC(=C1)NC(C1=CC=C(C=C1)NC1CCN(CC1)C)=O